C1(CC1)C1=NNC2=CC=C(C=C12)C1=CN=C2N1N=C(C=C2)N2CCC(CC2)(N)C 1-(3-(3-cyclopropyl-1H-indazol-5-yl)imidazo[1,2-b]pyridazin-6-yl)-4-methylpiperidin-4-amine